FC1=C(C(=CC=C1)F)OB(O)O (2,6-difluorophenyl)boric acid